Cl.C12OCC(C1)(C2)CN (2-oxabicyclo[2.1.1]hexane-4-yl)methylamine hydrogen chloride